C(#N)CC1CN(CCN1C(=O)N1N=C(C=C1)C)C(=O)OC(C)(C)C tert-butyl 3-(cyanomethyl)-4-(3-methyl-1H-pyrazole-1-carbonyl)piperazine-1-carboxylate